CC12C3C4C5CC5C(C3C(C3CC31)C2)C4 methyl-hexacyclo[7.3.1.13,7.02,8.04,6.010,12]tetradecane